2-(((4-nitrophenoxy)(phenoxy)phosphoryl)amino)ethyl cyclohexanecarboxylate C1(CCCCC1)C(=O)OCCNP(=O)(OC1=CC=CC=C1)OC1=CC=C(C=C1)[N+](=O)[O-]